(S)-20-(4-((tert-butoxycarbonyl)amino)butyl)-3,18,21-trioxo-2,6,9,12,15,25,28-heptaoxa-19,22-diazahentriacontan-31-oic acid C(C)(C)(C)OC(=O)NCCCC[C@H](NC(CCOCCOCCOCCOCCC(OC)=O)=O)C(NCCOCCOCCC(=O)O)=O